tetraethyl (2-((diethoxyphosphoryl)methyl)-2-(((1,3-dihydroxy-2-(hydroxymethyl)propan-2-yl)amino) methyl)propane-1,3-diyl)bis(phosphonate) C(C)OP(=O)(OCC)CC(CP(OCC)(OCC)=O)(CP(OCC)(OCC)=O)CNC(CO)(CO)CO